(2S,4R)-4-Hydroxy-1-((S)-2-(5-(4-(6-(2-hydroxyphenyl)pyridazin-4-yl)phenoxy)pentanamido)-3,3-dimethylbutanoyl)-N-((S)-1-(4-(4-methylthiazol-5-yl)phenyl)ethyl)pyrrolidine-2-carboxamide O[C@@H]1C[C@H](N(C1)C([C@H](C(C)(C)C)NC(CCCCOC1=CC=C(C=C1)C1=CN=NC(=C1)C1=C(C=CC=C1)O)=O)=O)C(=O)N[C@@H](C)C1=CC=C(C=C1)C1=C(N=CS1)C